2-(2-hydroxy-4-hydroxymethylphenyl)-4,6-bis(2-hydroxy-4-methylphenyl)-s-triazine OC1=C(C=CC(=C1)CO)C1=NC(=NC(=N1)C1=C(C=C(C=C1)C)O)C1=C(C=C(C=C1)C)O